5-(6-Nitro-quinolin-4-ylamino)-N-(4-(pyridin-4-ylamino)phenyl)picolinamide [N+](=O)([O-])C=1C=C2C(=CC=NC2=CC1)NC=1C=CC(=NC1)C(=O)NC1=CC=C(C=C1)NC1=CC=NC=C1